C(C=1C(O)=CC=CC1)(=S)O thio-salicylic acid